BrC=1C=C(C=NC1)C=1CCN(CC1)C(=O)C=1C=NN(C1)C (5-bromo-3',6'-dihydro-[3,4'-bipyridine]-1'(2'H)-yl)(1-methyl-1H-pyrazol-4-yl)methanone